CC1=CSC=2N=C(N=C(C21)NC2(CC2)C)NC2=NC=C(C=C2)N2CCNCC2 5-methyl-N4-(1-methylcyclopropyl)-N2-(5-(piperazin-1-yl)pyridin-2-yl)thieno[2,3-d]pyrimidine-2,4-Diamine